FC1(CC(C1)NC(C1=C(C=CC=C1)OC)=O)F N-(3,3-difluorocyclobutyl)-2-methoxy-benzamide